C(C)OC(C(C(=O)OCC)/C=N/C1=CC(=C(C=C1)I)Cl)=O.ClC1=C(C=C2C(=C(C=NC2=C1)C(=O)OCC)O)I Ethyl 7-chloro-4-hydroxy-6-iodoquinoline-3-carboxylate (E)-diethyl-2-(((3-chloro-4-iodophenyl)imino)methyl)malonate